2-chloro-5-fluorobenzofuran ClC=1OC2=C(C1)C=C(C=C2)F